4-hydroxydecanoic acid OC(CCC(=O)O)CCCCCC